3-(naphthalen-1-yl)urea C1(=CC=CC2=CC=CC=C12)NC(N)=O